(4-chloro-3-pyridazin-4-yl-1H-pyrazol-5-yl)-[(3R)-3-(3,4-difluorophenyl)pyrrolidin-1-yl]methanone ClC=1C(=NNC1C(=O)N1C[C@H](CC1)C1=CC(=C(C=C1)F)F)C1=CN=NC=C1